C(#N)C1(CN(C1)C(=O)OC(C)(C)C)C=CC1=NOC(=C1)C(F)(F)F Tert-butyl 3-cyano-3-(2-(5-(trifluoromethyl)isoxazol-3-yl)vinyl)azetidine-1-carboxylate